(4-(2,6-dioxopiperidin-3-yl)-3,5-difluorophenyl)-1-oxa-8-azaspiro[4.5]decane-3-carbaldehyde O=C1NC(CCC1C1=C(C=C(C=C1F)C1OC2(CC1C=O)CCNCC2)F)=O